1,3,5-tris(prop-2-yn-1-yl)-1,3,5-triazine-2,4,6-trione C(C#C)N1C(N(C(N(C1=O)CC#C)=O)CC#C)=O